N(=[N+]=[N-])CCOCCOCCC1=C(C=2C=C3C=CC4=CC5=C6C=CC=CC6=CC6=CC=C7C=C(C2C=C1)C3=C4C7=C65)C6[C@H](OC(C)=O)[C@@H](OC(C)=O)[C@@H](OC(C)=O)[C@H](O6)COC(C)=O 2-[2-(2-azidoethoxy)ethoxy]ethyl-2,3,4,6-tetra-O-acetyl-D-galactosyl-pyranthrene